Tert-butyl 4-(2-(3-aminophenoxy)acetyl)piperazine-1-carboxylate NC=1C=C(OCC(=O)N2CCN(CC2)C(=O)OC(C)(C)C)C=CC1